3-difluoromethyl-5-fluoro-1-phenyl-4-(2-bromophenyl)-1H-pyrazole FC(C1=NN(C(=C1C1=C(C=CC=C1)Br)F)C1=CC=CC=C1)F